OC1CCN(CC1)C1=CC=CC(=N1)C1=CN=C2N1C=C(N=C2)C(=O)N 3-(6-(4-hydroxypiperidin-1-yl)pyridin-2-yl)imidazo[1,2-a]pyrazine-6-carboxamide